1-allyl-6-chloro-1,3,4,9-tetrahydro-[1,2,6]thiadiazino[4,3-g]indole 2,2-dioxide C(C=C)N1S(NCC=2C=C(C=3C=CNC3C21)Cl)(=O)=O